CN1N=C(C2=CC=C(C=C12)C1[C@@H](CNCC1)C)C1C(NC(CC1)=O)=O 3-[1-methyl-6-[(3S)-3-methyl-4-piperidyl]indazol-3-yl]piperidine-2,6-dione